CC1N(C(CCC1)C)C1=C(N)C=CC=C1 2-(2,6-dimethyl-1-piperidyl)aniline